C1=NC=C(C2=CC=CC=C12)N1C(N(C[C@@H]1C#N)C1CN(C1)S(=O)(=O)C)=O (R)-3-(isoquinolin-4-yl)-1-(1-(methylsulfonyl)azetidin-3-yl)-2-oxoimidazolidine-4-carbonitrile